3-(6-imino-3,5-diphenylpyridazin-1-yl)propionic acid N=C1C(=CC(=NN1CCC(=O)O)C1=CC=CC=C1)C1=CC=CC=C1